tert-butyl-(E)-7-(3-ethoxy-3-oxoprop-1-en-1-yl)-1-methyl-3,4-dihydroisoquinoline C(C)(C)(C)C1N=C(C2=CC(=CC=C2C1)\C=C\C(=O)OCC)C